4-[(4S)-7-(3,5-dimethylisoxazol-4-yl)-4-pyridin-2-yl-4,5-dihydroimidazo[1,5,4-de][1,4]benzoxazin-2-yl]-1-methylpiperazin-2-one CC1=NOC(=C1C1=CC=C2C=3N([C@H](COC31)C3=NC=CC=C3)C(=N2)N2CC(N(CC2)C)=O)C